silicon-cobalt dioxide [Co](=O)=O.[Si]